(5R)-3-[3-fluoro-4-([1,2,4]triazolo[4,3-a]pyridin-6-yl)phenyl]-5-(hydroxymethyl)-1,3-oxazolidin-2-one FC=1C=C(C=CC1C=1C=CC=2N(C1)C=NN2)N2C(O[C@H](C2)CO)=O